O=C1NC(CCC1N1C(N(C2=C1C=CC=C2CCCCCC(=O)O)C)=O)=O 6-[1-(2,6-dioxopiperidin-3-yl)-3-methyl-2-oxo-1,3-benzodiazol-4-yl]hexanoic acid